1-((2R,4R,5S)-4-hydroxy-5-(hydroxymethyl)-5-(prop-1-yn-1-yl)tetrahydrofuran-2-yl)-5-methylpyrimidine-2,4(1H,3H)-dione O[C@@H]1C[C@@H](O[C@@]1(C#CC)CO)N1C(NC(C(=C1)C)=O)=O